1,2-benzoquinoneethylamine C1(C(C(=CC=C1)CCN)=O)=O